8-(2,4-dichlorophenyl)-9-(4-((1-(3-fluoropropyl)azetidin-3-yl)methyl)phenyl)-7-methyl-6,7-dihydro-5H-benzo[7]annulene-3-carboxylic acid ClC1=C(C=CC(=C1)Cl)C=1C(CCC2=C(C1C1=CC=C(C=C1)CC1CN(C1)CCCF)C=CC(=C2)C(=O)O)C